methyl (S)-2-(4-(3-chloro-4-hydroxybenzamido)thiazole-5-carboxamido)-2-phenylacetate ClC=1C=C(C(=O)NC=2N=CSC2C(=O)N[C@H](C(=O)OC)C2=CC=CC=C2)C=CC1O